C(C(=C)C)(=O)OCCCN1C(C=2C(=C3C(=C(C2C1=O)N)C(C1=CC=CC=C1C3=O)=O)N)=O 3-(4,11-diamino-1,3,5,10-tetraoxo-1H-naphtho[2,3-f]isoindol-2(3H,5H,10H)-yl)propyl methacrylate